ClC=1C=CC=2N=CN=C(C2N1)NC1=CC(=C(C=C1)OC1=NN(C=C1)C)Cl 6-chloro-N-[3-chloro-4-(1-methylpyrazol-3-yl)oxy-phenyl]pyrido[3,2-d]pyrimidin-4-amine